4-(3-Ethyl-4-methyl-5-oxo-4,5-dihydro-1H-1,2,4-triazol-1-yl)-5-fluoro-N-(4-methylphenyl)-2-[(2S)-pent-2-yloxy]benzamide C(C)C1=NN(C(N1C)=O)C1=CC(=C(C(=O)NC2=CC=C(C=C2)C)C=C1F)O[C@@H](C)CCC